Dodecane-1,5,7,11-tetracarboxylic acid methyl ester COC(=O)CCCCC(CC(CCCC(C)C(=O)O)C(=O)O)C(=O)O